2-(9H-carbazol-9-yl)-3-chlorobenzofuro[2,3-b]Pyrazine C1=CC=CC=2C3=CC=CC=C3N(C12)C=1N=C2C(=NC1Cl)OC1=C2C=CC=C1